CC=1C=CC=C(N)C1 5-methylaniline